FC1(CCN(CCC1)C1=C(C(=O)NC=2C=C(C=CC2)[S@](=O)(C)=NC([C@H](C)NC(OC(C)(C)C)=O)=O)C(=C(C=N1)C=1C=NN(C1)C)C)F tert-butyl ((S)-1-(((R)-(3-(2-(4,4-difluoroazepan-1-yl)-4-methyl-5-(1-methyl-1H-pyrazol-4-yl)nicotinamido)phenyl)(methyl)(oxo)-λ6-sulfaneylidene)amino)-1-oxopropan-2-yl)carbamate